C(C)(C)(C)OC(=O)N[C@H](C(=O)OCC#N)CC=1N=C(SC1)C#N Cyanomethyl (S)-2-((tert-butoxy-carbonyl)amino)-3-(2-cyanothiazol-4-yl)propanoate